C(C)(C)(C)C=1N=C(C2=C(N1)N(N=N2)CC2=C(C=CC=C2)C=C)Cl 5-(tert-butyl)-7-chloro-3-(2-vinyl-benzyl)-3H-[1,2,3]Triazolo[4,5-d]Pyrimidine